5-(3-furyl)-4-(4-piperidyl)-3-hydroxyisothiazole hydrobromide Br.O1C=C(C=C1)C1=C(C(=NS1)O)C1CCNCC1